pentamethylene Dicarbamate C(N)(OCCCCCOC(N)=O)=O